3,3'-diselanediyldipropionic acid [Se]([Se]CCC(=O)O)CCC(=O)O